4-((1-(2,2-Difluoropropyl)-7-methoxy-1H-pyrazolo[4,3-c]pyridin-6-yl)amino)-6-((1R,2R)-2-fluorocyclopropane-1-carboxamido)-N-(methyl-d3)nicotinamide FC(CN1N=CC=2C=NC(=C(C21)OC)NC2=CC(=NC=C2C(=O)NC([2H])([2H])[2H])NC(=O)[C@@H]2[C@@H](C2)F)(C)F